CC(CNS(O)(=O)=O)C1=CC=CC=C1 N-(β-methylphenylethyl)amidosulfuric acid